5-carboxymethylthio-3-(3'-chlorophenyl)-1,2,4-oxadiazole C(=O)(O)CSC1=NC(=NO1)C1=CC(=CC=C1)Cl